5-(5-iodo-2-isopropyl-4-methoxyphenoxy)pyrimidine-2,4-diamine IC=1C(=CC(=C(OC=2C(=NC(=NC2)N)N)C1)C(C)C)OC